CN1N=CC=C1N 2-methylpyrazol-3-amine